5,5-dimethyl-3-{4-[(3-methyl-1,2-benzisoxazol-4-yl)oxy]phenyl}-2,4-imidazolidinedione CC1(C(N(C(N1)=O)C1=CC=C(C=C1)OC1=CC=CC2=C1C(=NO2)C)=O)C